(S)-N'-((3-isopropyl-1-methoxy-6,7-dihydro-5H-cyclopenta[c]pyridin-4-yl)carbamoyl)-6,7-dihydro-5H-pyrazolo[5,1-b][1,3]oxazine-3-sulfonimidamide C(C)(C)C1=C(C2=C(C(=N1)OC)CCC2)NC(=O)N=[S@@](=O)(N)C=2C=NN1C2OCCC1